BrC1=C(C(=CC=2C3=CC(=CC(=C3C3=CC=C(C(=C3C12)OCCCCC)OCCCCC)C1=CC=CC=C1)OCCCCC)OCCCCC)OCCCCC 1-bromo-2,3,6,11,12-pentakis(pentyloxy)-8-phenyltriphenylene